(E)-1-(1-(5-cyano-2-methylphenyl)-8-(4-fluorophenyl)-3-methyl-1,3-dihydro-2H-imidazo[4,5-c]quinolin-2-ylidene)guanidine C(#N)C=1C=CC(=C(C1)N1C(N(C=2C=NC=3C=CC(=CC3C21)C2=CC=C(C=C2)F)C)=N\C(=N\[H])\N)C